Isopropyl ((R)-(((1S,4R)-4-(2-amino-6-morpholino-9H-purin-9-yl)cyclopent-2-en-1-yl)methoxy)(phenoxy)phosphoryl)-L-alaninate NC1=NC(=C2N=CN(C2=N1)[C@H]1C=C[C@H](C1)CO[P@@](=O)(OC1=CC=CC=C1)N[C@@H](C)C(=O)OC(C)C)N1CCOCC1